C12CN(CC(C1)C2)C2=C(C=C(C=C2F)NC(=O)C=2N=C(OC2CC)N2CC(C2)(C)OC)F N-(4-(3-azabicyclo[3.1.1]heptan-3-yl)-3,5-difluorophenyl)-5-ethyl-2-(3-methoxy-3-methylazetidin-1-yl)oxazole-4-carboxamide